BrC1=CC2=C(C(OC(N2)=O)=O)C=C1 7-bromo-1H-3,1-benzoxazine-2,4-dione